4-[3-[2-(Carboxymethoxy)-4-pent-2-en-3-yloxyphenyl]-3-oxoprop-1-enyl]benzoic acid C(=O)(O)COC1=C(C=CC(=C1)OC(=CC)CC)C(C=CC1=CC=C(C(=O)O)C=C1)=O